O[C@@H](C(=O)N[C@@H](CC(=O)OCC)C=1C=C(C=C(C1F)Cl)C1=C(C=C(C=C1C)F)CCCCC=C)CC=C Ethyl (S)-3-((R)-2-hydroxypent-4-enamido)-3-(5-chloro-4,4'-difluoro-2'-(hex-5-en-1-yl)-6'-methyl-[1,1'-biphenyl]-3-yl)propanoate